methyl 3-(4,4,5,5-tetramethyl-1,3,2-dioxaborolan-2-yl)bicyclo[1.1.1]pentane-1-carboxylate CC1(OB(OC1(C)C)C12CC(C1)(C2)C(=O)OC)C